4-((1-(4-oxo-3,4-dihydrothieno[3,2-d]pyrimidin-7-yl)-3-phenyl-1H-pyrazol-4-yl)methyl)benzenesulfonamide O=C1C2=C(N=CN1)C(=CS2)N2N=C(C(=C2)CC2=CC=C(C=C2)S(=O)(=O)N)C2=CC=CC=C2